(Z)-6-fluoro-3,4-dihydronaphthalen-1(2H)-one oxime FC=1C=C2CCC/C(/C2=CC1)=N/O